7-benzyl-2-(chloromethyl)quinazolin-4(3H)-one C(C1=CC=CC=C1)C1=CC=C2C(NC(=NC2=C1)CCl)=O